NC1=NC(=C(C=2N1C(N(N2)C(CC2NCCOC2)C2=CC=CC=C2)=O)C2=CC(=NC(=C2)C)C)C2=CC=CC=C2 5-amino-8-(2,6-dimethyl-4-pyridinyl)-2-(2-morpholin-3-yl-1-phenyl-ethyl)-7-phenyl-[1,2,4]triazolo[4,3-c]pyrimidin-3-one